N-benzyl-N-((4-hydroxybenzyl)oxy)-2,2-dimethylbutanamide C(C1=CC=CC=C1)N(C(C(CC)(C)C)=O)OCC1=CC=C(C=C1)O